ethyl 2-({3-[(tert-butyldimethylsilyl)oxy]propyl}carbamoyl)acetate [Si](C)(C)(C(C)(C)C)OCCCNC(=O)CC(=O)OCC